3-prop-1-ynylpyrazolo[3,4-d]pyrimidine C(#CC)C1=NNC2=NC=NC=C21